3-(3,4-dibenzyloxyphenyl)serine methyl-(1s,3s)-3-(3-(difluoromethyl)-5-(3-(1-(o-tolyl)cyclopropyl)-1,2,4-oxadiazol-5-yl)-1H-pyrazol-1-yl)-1-methoxycyclobutane-1-carboxylate CC1[C@@](C[C@@H]1N1N=C(C=C1C1=NC(=NO1)C1(CC1)C1=C(C=CC=C1)C)C(F)F)(C(=O)OC([C@H](N)C(=O)O)C1=CC(=C(C=C1)OCC1=CC=CC=C1)OCC1=CC=CC=C1)OC